5-(3-aminoprop-1-yn-1-yl)-2-bromobenzamide NCC#CC=1C=CC(=C(C(=O)N)C1)Br